FC(OC=1C=C(C=CC1OC)C=1N=C2N(CC1)C=C(C=C2)N2CCNCC2)F 2-[3-(difluoromethoxy)-4-methoxyphenyl]-7-(piperazin-1-yl)-4H-pyrido[1,2-a]pyrimidin